OC[C@@H]1CN(CCO1)C1=NC2=CC=C(C=C2C(=N1)N1[C@H](COCC1)C1=CC=CC=C1)C1=C(C(N(C=C1)C)=O)C (2-((S)-2-(hydroxymethyl)morpholinyl)-4-((S)-3-phenylmorpholinyl)quinazolin-6-yl)-1,3-dimethylpyridin-2(1H)-one